C(CCCCC)(=O)OCC.[Cu] copper 2-ethyl caproate